4-ferrocenyl-2-methylindene [C-]1(C=CC=C1)C1=C2C=C(CC2=CC=C1)C.[CH-]1C=CC=C1.[Fe+2]